Cl.CC1=C(C(=CC=C1)C)NC1=NN(C2=NC(=NC=C21)NC2=CC=C1CCN(CC1=C2)CC2(CCNCC2)O)C 4-((7-((3-((2,6-dimethylphenyl)amino)-1-methyl-1H-pyrazolo[3,4-d]pyrimidin-6-yl)amino)-3,4-dihydroisoquinolin-2(1H)-yl)methyl)piperidin-4-ol hydrochloride